(S)-3-nitro-N-(1-(1-(5-((1-oxido-λ6-thietan-1-ylidene)amino)pyridin-2-yl)-1H-1,2,4-triazol-5-yl)ethyl)-5-(trifluoromethyl)benzamide [N+](=O)([O-])C=1C=C(C(=O)N[C@@H](C)C2=NC=NN2C2=NC=C(C=C2)N=S2(CCC2)=O)C=C(C1)C(F)(F)F